Cl.C1(=CC=C(C=C1)OCCCCCC1=CC=C(C=C1)NC(=O)N1CCNCC1)C N-(4-(5-(p-tolyloxy)pentyl)phenyl)piperazine-1-carboxamide hydrochloride